[Na+].[Na+].N1=C(C=CC=C1)C=1N=NC(=C(N1)C1=CC=C(C=C1)S(=O)(=O)[O-])C1=CC=C(C=C1)S(=O)(=O)[O-] 3-(2-Pyridyl)-5,6-bis(4-sulfophenyl)-1,2,4-triazine, disodium salt